2-(4-chlorophenyl)-6-cyano-2-phenylhexanoic acid methyl ester COC(C(CCCCC#N)(C1=CC=CC=C1)C1=CC=C(C=C1)Cl)=O